N1=C(C=CC=C1)C=1C=C(N)C=C(C1)C1=NC=CC=C1 3,5-di(pyridine-2-yl)aniline